OC1(CC(=NC=C1)C(=O)N)C(=O)N 4-hydroxypyridine-2,4-diamide